[Cl-].NC1=NC(=NC=C1C[N+]1=CSC(=C1C)CCO)C 3-[(4-amino-2-methyl-5-pyrimidinyl)-methyl]-5-(2-hydroxyethyl)-4-methylthiazolium chloride